[C@@H]1([C@H](O)[C@@H](O)[C@@H](O)[C@H](O1)CO)C1=NC2=CC=CC=C2C=C1 beta-D-galactosyl-quinoline